OC\C=C(/C)\CC\C=C(/C)\CCC=C(C)C E,E-farnesol